C1=CC=CC=2C3=CC=CC=C3C(C12)COC(=O)NC(C(=O)O)COC 2-(9H-fluoren-9-ylmethoxycarbonylamino)-3-methoxy-propanoic acid